(cis)-3-(3-(oxazolo[5,4-b]pyridin-2-ylamino)-1H-pyrazol-5-yl)cyclopentyl isopropylcarbamate C(C)(C)NC(O[C@@H]1C[C@@H](CC1)C1=CC(=NN1)NC=1OC2=NC=CC=C2N1)=O